NCCCN1CCN(CC1)C1=C(C=C(C=N1)CC1=CN=C2C(=NC(=NN21)N[C@@H](C)CCC)N)C (S)-7-((6-(4-(3-aminopropyl)piperazin-1-yl)-5-methylpyridin-3-yl)methyl)-N2-(pentan-2-yl)imidazo[2,1-f][1,2,4]triazine-2,4-diamine